tert-Butyl (R)-3-(((6-(6-(2-oxobenzo[d]oxazol-3(2H)-yl)hexyl)benzo[d]oxazol-2-yl)amino)methyl)pyrrolidine-1-carboxylate O=C1OC2=C(N1CCCCCCC1=CC3=C(N=C(O3)NC[C@@H]3CN(CC3)C(=O)OC(C)(C)C)C=C1)C=CC=C2